ethanoamide C(C)(=O)N